N-(tribromophenyl)maleimide monoisononyl-azelate C(CCCCCC(C)C)OC(CCCCCCCC(=O)O)=O.BrC1=C(C(=C(C=C1)N1C(C=CC1=O)=O)Br)Br